N1(CCOCC1)CC(CN1CCOCC1)(CC)[N+](=O)[O-] 4-[2-(Morpholin-4-ylmethyl)-2-nitro-butyl]morpholine